(cis)-4-(4-(4-amino-3-methoxyphenyl)piperazin-1-yl)adamantan-1-carboxylic acid methyl ester COC(=O)C12CC3C(C(CC(C1)C3)C2)N2CCN(CC2)C2=CC(=C(C=C2)N)OC